3-(8-bromonaphthalen-1-yl)propyl methanesulfonate CS(=O)(=O)OCCCC1=CC=CC2=CC=CC(=C12)Br